CN(C)C1=CC=C(C(=O)OC)C=C1 methyl 4-(N,N-dimethylamino)benzoate